C(C)(=O)OCC(CC1=C(N(C2=CC=C(C=C12)/C=C/OC[C@@H](C(=O)OC)NC(=O)OC(C)(C)C)CC)C=1C(=NC=CC1)[C@H](C)OC)(C)C methyl (2S)-3-{[(E)-2-{3-[3-(acetyloxy)-2,2-dimethylpropyl]-1-ethyl-2-{2-[(1S)-1-methoxyethyl]pyridin-3-yl}indol-5-yl}ethenyl]oxy}-2-{[(tert-butoxy)carbonyl]amino}propanoate